5-(ethylsulfonyl)-6-(3-methyl-6-(trifluoromethyl)-3H-imidazo[4,5-b]pyridin-2-yl)pyridine-2-methanamine C(C)S(=O)(=O)C=1C=CC(=NC1C1=NC=2C(=NC=C(C2)C(F)(F)F)N1C)CN